tributyl-(1-methylimidazol-4-yl)stannane C(CCC)[Sn](C=1N=CN(C1)C)(CCCC)CCCC